N-((R)-1-(2-((S)-amino(4,4-difluorocyclohexyl)methyl)-1H-benzo[d]imidazol-6-yl)ethyl)-4,4,4-trifluoro-3-(trifluoromethyl)butanamide N[C@H](C1=NC2=C(N1)C=C(C=C2)[C@@H](C)NC(CC(C(F)(F)F)C(F)(F)F)=O)C2CCC(CC2)(F)F